(S)-ethyl 2-(4-((5-chloro-3-methyl-1H-pyrazol-4-yl)carbamoyl)-2-fluoro-5-((1,1,1-trifluoropropan-2-yl)oxy)phenyl)-5-methyl-2H-1,2,3-triazole-4-carboxylate ClC1=C(C(=NN1)C)NC(=O)C1=CC(=C(C=C1O[C@H](C(F)(F)F)C)N1N=C(C(=N1)C(=O)OCC)C)F